ClC=1C=NC(=NC1)OC=1C(=C(C#N)C=CC1)SCCCOC(F)(F)F 3-(5-chloropyrimidin-2-yl)oxy-2-[3-(trifluoromethoxy)propylsulfanyl]benzonitrile